ClC=1C=C(OC2C(C(C2(C)C)NC(C2=CN=C(C=C2)N2CCN(CC2)CC=2C=C3CN(C(C3=C(C2)F)=O)C2C(NC(CC2)=O)=O)=O)(C)C)C=CC1C#N N-((1r,3r)-3-(3-chloro-4-cyanophenoxy)-2,2,4,4-tetramethylcyclobutyl)-6-(4-((2-(2,6-dioxopiperidin-3-yl)-7-fluoro-1-oxoisoindoline-5-yl)methyl)piperazin-1-yl)nicotinamide